(R)-7-(4-Chloro-3-(trifluoromethyl)benzoyl)-2-(isopropylamino)-6-methyl-3-(piperidin-4-yl)-5,6,7,8-tetrahydropyrido[3,4-d]pyrimidin-4(3H)-one hydrochloride Cl.ClC1=C(C=C(C(=O)N2CC=3N=C(N(C(C3C[C@H]2C)=O)C2CCNCC2)NC(C)C)C=C1)C(F)(F)F